COC1=C(C=CC=C1)C1=CC(=NC=C1C(=O)NC=1SC2=C(N1)CN(C2)S(=O)(=O)C)C 4-(2-Methoxyphenyl)-6-methyl-N-(5-(methylsulfonyl)-5,6-dihydro-4H-pyrrolo[3,4-d]thiazol-2-yl)nicotinamide